OC1=C(C=CC(=C1)O)C(C=CC1=CC(=C(C=C1)O)CC=C(CO)C)=O 1-(2,4-Dihydroxyphenyl)-3-[4-hydroxy-3-(4-hydroxy-3-methylbut-2-en-1-yl)phenyl]prop-2-en-1-one